C1=CC(=C(C=C1C(=O)O)N)[O-] The molecule is the conjugate base of 3-amino-4-hydroxybenzoic acid; major species at pH 7.3. It is a monohydroxybenzoate and an aromatic amino-acid anion. It is a conjugate base of a 3-amino-4-hydroxybenzoic acid.